2,6-diisopropyl-3,5-bis(2-methoxyphenyl)phenyl-dicyclohexylphosphine C(C)(C)C1=C(C(=C(C=C1C1=C(C=CC=C1)OC)C1=C(C=CC=C1)OC)C(C)C)P(C1CCCCC1)C1CCCCC1